1-(4-methoxyphenyl)-3-[4-(2-methyl-2-propyl)phenyl]-1,3-propanedione COC1=CC=C(C=C1)C(CC(=O)C1=CC=C(C=C1)C(C)(C)C)=O